C(C)(=O)O[C@H]1[C@H](O[C@@H]([C@H]([C@@H]1OC(C)=O)OC(C)=O)CO)Br 2,3,4-tri-O-acetyl-α-D-glucopyranosyl bromide